Cl.FC1=C(C=CC=C1)C1=CC(=CN1S(=O)(=O)C1=C(C=CC(=C1)C=1C=NC=C(C1)OC)OC)CNC 1-(5-(2-fluorophenyl)-1-((2-methoxy-5-(5-methoxypyridin-3-yl)phenyl)sulfonyl)-1H-pyrrol-3-yl)-N-methyl-methylamine hydrochloride